N1(CNCC1)O 1-imidazolidinyl alcohol